2-(2,6-dioxopiperidin-3-yl)-3-oxo-7-(trifluoromethoxy)isoindoline-5-carbonitrile O=C1NC(CCC1N1CC2=C(C=C(C=C2C1=O)C#N)OC(F)(F)F)=O